N1=C(C=CC=C1)NC(C(C)(C)C)=O N-(2-pyridyl)-trimethylacetamide